2-(6-(((1S,2R,3R,5S,6R)-2-fluoro-6-methoxy-8-methyl-8-azabicyclo[3.2.1]octan-3-yl)oxy)pyridazin-3-yl)-5-(1H-imidazol-1-yl)phenol F[C@@H]1[C@@H]2C[C@H]([C@H](C[C@H]1OC1=CC=C(N=N1)C1=C(C=C(C=C1)N1C=NC=C1)O)N2C)OC